N-[1-[3-(bromomethyl)anilino]-1-oxohexan-2-yl]-3,6,6-trimethyl-4-oxo-5,7-dihydro-1H-indole-2-carboxamide BrCC=1C=C(NC(C(CCCC)NC(=O)C=2NC=3CC(CC(C3C2C)=O)(C)C)=O)C=CC1